3-(3-fluoro-2-methylanilino)-2-[3-(2-methoxy-2-methylpropoxy)pyridin-4-yl]-1,5,6,7-tetrahydro-4H-pyrrolo[3,2-c]pyridin-4-one FC=1C(=C(NC2=C(NC3=C2C(NCC3)=O)C3=C(C=NC=C3)OCC(C)(C)OC)C=CC1)C